COC(=O)C1CCC(CC1)COC1=CC(=C(C(=C1)F)C=O)F (1R,4R)-4-((3,5-difluoro-4-formylphenoxy)methyl)cyclohexane-1-carboxylic acid methyl ester